CN(CCN(C1=C(C=C(C(=C1)OC)NC1=NC=CC(=N1)N1C(N(C2=C1C=CC=C2)C)=O)NC(\C=C\COC)=O)C)C (E)-N-(2-((2-(dimethylamino)ethyl)(methyl)amino)-4-methoxy-5-(4-(3-methyl-2-oxo-2,3-dihydro-1H-benzo[d]imidazol-1-yl)pyrimidin-2-ylamino)phenyl)-4-methoxybut-2-enamide